C(C)NC1CCN(CC1)C1=C2C=CNC2=C(C=C1)C(=O)NC1=CC2=CN(N=C2C=C1OC)C 4-[4-(ethylamino)-1-piperidyl]-N-(6-methoxy-2-methyl-indazol-5-yl)-1H-indole-7-carboxamide